tert-butyl 3-(4-amino-2-((methylsulfonyl) methyl) phenyl)-2,5-dihydro-1H-pyrrole-1-carboxylate NC1=CC(=C(C=C1)C=1CN(CC1)C(=O)OC(C)(C)C)CS(=O)(=O)C